8-(4-(trifluoromethyl)cyclohex-1-en-1-yl)quinoline-3-carboxylic Acid FC(C1CC=C(CC1)C=1C=CC=C2C=C(C=NC12)C(=O)O)(F)F